C(=O)O.C12NCC(CC1O)C2 2-azabicyclo[2.2.1]heptan-6-ol formate salt